tert-butyl (S*)-(1-amino-1-oxo-3-(2-oxo-1,2-dihydropyridin-3-yl)propan-2-yl)carbamate NC([C@H](CC=1C(NC=CC1)=O)NC(OC(C)(C)C)=O)=O |o1:2|